[C@H]12CN(C[C@H](CC1)N2)C2=NC(=NC1=C(C(=C(C=C21)Cl)C2=C(C=CC=C2O)F)F)CN2C(N(CC2=O)C)=O 3-((4-((1R,5S)-3,8-diazabicyclo[3.2.1]octan-3-yl)-6-chloro-8-fluoro-7-(2-fluoro-6-hydroxyphenyl)quinazolin-2-yl)methyl)-1-methylimidazolidine-2,4-dione